3-aminoallylcytosine NC=CCNC1=NC(NC=C1)=O